CC1=C(OC2=C1C=C(C=C2)NC(=O)[C@@H]2[C@@H](C2)C2=CC=CC=C2)C(=O)O 3-Methyl-5-((1S,2R)-2-phenylcyclopropane-1-carboxamido)benzofuran-2-carboxylic acid